Methyl 3-[1-(2-ethylsulfinyl-6-methyl-4-oxo-chromen-8-yl)ethylamino]pyridine-2-carboxylate C(C)S(=O)C=1OC2=C(C=C(C=C2C(C1)=O)C)C(C)NC=1C(=NC=CC1)C(=O)OC